1-[3-(4-Chloro-2-methyl-2H-pyrazol-3-yl)-4-methoxyphenyl]-3-(4-isopropylphenyl)-urea ClC1=C(N(N=C1)C)C=1C=C(C=CC1OC)NC(=O)NC1=CC=C(C=C1)C(C)C